C(CCC)(=O)OCC(COC(CCC)=O)=C 1,3-dibutyryloxy-2-methylene-propane